FC1=C(C(=O)N(C2=CC(=CC=C2)N(CC=2N=CN(C2)COCC[Si](C)(C)C)C)CC(C)C)C=CC(=C1)C 2-fluoro-N-isobutyl-4-methyl-N-[3-[methyl-[[1-(2-trimethylsilylethoxymethyl)imidazol-4-yl]methyl]amino]phenyl]benzamide